C1[C@H]([C@H]([C@@H](C[C@@]1(C(=O)O)O)OC(=O)C2=CC(=C(C(=C2)O)O)O)O)O The molecule is a gallate ester resulting from the formal condensation of gallic acid with the (5R)-hydroxy group of (-)-quinic acid (i.e. the hydroxy group on the same side of the cyclohexane ring as the carboxy group). It is a gallate ester, a monocarboxylic acid and a tertiary alcohol. It derives from a gallic acid and a (-)-quinic acid.